FC=1C=C(C(=O)NC2=CC3=C(C=4C(N(C(C24)=O)CC2=CC=C(C=C2)OC)=O)CCCC3)C=C(C1)C(F)(F)F 3-fluoro-N-(2-(4-methoxybenzyl)-1,3-dioxo-2,3,6,7,8,9-hexahydro-1H-benzo[e]isoindol-4-yl)-5-(trifluoromethyl)benzamide